CC1(C2=CC=CC=C2C=2C=CC(=CC12)N(C1=CC=C(C=C1)C1=CC=C(N(C2=CC=CC=C2)C2=CC=3C(C4=CC=CC=C4C3C=C2)(C)C)C=C1)C1=CC=CC=C1)C N,N'-Bis(9,9-dimethyl-fluoren-2-yl)-N,N'-diphenyl-benzidin